3-[(1,4-dioxan-2-yl)methoxy]pyridine-4-carbonitrile O1C(COCC1)COC=1C=NC=CC1C#N